4-amino-6-((3,5-difluorophenyl)amino)-N-(2,3-dihydro-1H-inden-2-yl)picolinamide NC1=CC(=NC(=C1)NC1=CC(=CC(=C1)F)F)C(=O)NC1CC2=CC=CC=C2C1